[Pd](Cl)Cl.C1(C#CC#C1)P(C1=CC=CC=C1)C1=CC=CC=C1.C1(C#CC#C1)P(C1=CC=CC=C1)C1=CC=CC=C1.[Fe+2] iron(2+) bis((cyclopenta-2,4-diyn-1-yl)diphenylphosphane) palladium dichloride